[1-[3-oxo-3-[4-[5-(trifluoromethyl)pyrimidin-2-yl]piperazin-1-yl]propoxy]ethyl]-5-(trifluoromethyl)-1H-pyridazin-6-one O=C(CCOC(C)N1N=CC=C(C1=O)C(F)(F)F)N1CCN(CC1)C1=NC=C(C=N1)C(F)(F)F